C(\C=C\C(=O)O)(=O)O.N1C=CC2=CC=CC=C12 1H-indole fumarate